Ethyl (S)-3-((S)-2-(5-bromo-2-oxo-4-(trifluoromethyl)pyridin-1(2H)-yl)pent-4-enamido)-3-(5-cyclopropyl-4-fluoro-2'-(hex-5-en-1-yl)-6'-methyl-[1,1'-biphenyl]-3-yl)propanoate BrC=1C(=CC(N(C1)[C@H](C(=O)N[C@@H](CC(=O)OCC)C=1C=C(C=C(C1F)C1CC1)C1=C(C=CC=C1C)CCCCC=C)CC=C)=O)C(F)(F)F